NC1=CC(=C(OC=2C(=C3C4(C(NC3=CC2)=O)CCC4)C)C(=C1)Cl)Cl 5'-(4-amino-2,6-dichlorophenoxy)-4'-methyl-1'H-spiro[cyclobutane-1,3'-indol]-2'-one